ClP(=O)(Cl)Cl dichlorophosphoryl chloride